BrC=1C=C2C(=CN(C2=CC1)C(=O)OC(C)(C)C)C(N)=O tert-Butyl 5-bromo-3-carbamoyl-1H-indole-1-carboxylate